(2S,5R)-((benzyloxy)amino)piperidine-2-carboxylic acid ethyl ester C(C)OC(=O)[C@H]1N(CCCC1)NOCC1=CC=CC=C1